thiophene-2,5-dicarboxylic acid difluoride S1C(=CC=C1C(=O)F)C(=O)F